(R)-aminoethylboronic acid NCCB(O)O